C(C1=CC=CC=C1)OC([C@@H](NC([C@@H](NC(=O)OCC[Si](C)(C)C)C(C)C)=O)CC1=CNC2=CC=CC=C12)=O 2-(trimethylsilyl)ethoxycarbonyl-L-valyl-L-tryptophan benzyl ester